C[C@@H]1CC[C@H](N(C1)C(C(=O)NC1=NC=CC=C1C(=O)N)=O)C1=CC(=CC=C1)NC [[2-[(2S,5R)-5-methyl-2-[3-(methylamino)phenyl]-1-piperidyl]-2-oxo-acetyl]amino]pyridine-3-carboxamide